5-(5-(3,5-dichlorophenyl)-5-(trifluoromethyl)-4,5-dihydroisoxazol-3-yl)-3-methyl-N-pentyl-5,6-dihydro-4H-thieno[2,3-c]pyrrole-2-carboxamide ClC=1C=C(C=C(C1)Cl)C1(CC(=NO1)N1CC2=C(C1)C(=C(S2)C(=O)NCCCCC)C)C(F)(F)F